ClC1=CC(=C(C=C1)C1OC2=C(O1)C=CC=C2N2CCN(CC2)CC2=NC1=C(N2CCOC)C=C(C=C1)C(=O)OC)F methyl 2-({4-[2-(4-chloro-2-fluorophenyl)-1,3-benzodioxol-4-yl] piperazin-1-yl} methyl)-1-(2-methoxyethyl)-1H-benzimidazole-6-carboxylate